9,9-bis[3-(dimethylamino)propyl]fluorene CN(CCCC1(C2=CC=CC=C2C=2C=CC=CC12)CCCN(C)C)C